C(N)(=O)C1=CSC2=C1CC(CC2)NC(OC(C)(C)C)=O tert-butyl N-(3-carbamoyl-4,5,6,7-tetrahydrobenzothiophen-5-yl)carbamate